C12(CCC(CC1)C2)C(=O)[O-] norbornyl-carboxylate